4-[[6-[3-(2-methoxy-4-methylsulfonyl-anilino)prop-1-ynyl]-1-(2,2,2-trifluoroethyl)indol-4-yl]amino]-1-methyl-piperidin-3-ol COC1=C(NCC#CC2=CC(=C3C=CN(C3=C2)CC(F)(F)F)NC2C(CN(CC2)C)O)C=CC(=C1)S(=O)(=O)C